bis[[(α,α-dimethyl-3,5-dimethoxybenzyl)oxy]carbonyl]hexamethylenediamine CC(C1=CC(=CC(=C1)OC)OC)(C)OC(=O)NCCCCCCNC(=O)OC(C1=CC(=CC(=C1)OC)OC)(C)C